N(C1=CC=CC=C1)CC1=CC=C(C=C1)CNC1=CC=CC=C1 α,α'-dianilino-p-xylene